(R)-N-(2-(4-Cyanothiazolidin-3-yl)-2-oxoethyl)-3-fluoro-6-morpholinoquinoline-4-carboxamide C(#N)[C@H]1N(CSC1)C(CNC(=O)C1=C(C=NC2=CC=C(C=C12)N1CCOCC1)F)=O